C(C1=CC=CC=C1)N1C([C@](C=2C3=C(C=CC12)C=CC=C3)(C)CC(=O)O)=O (R)-2-(3-benzyl-1-methyl-2-oxo-2,3-dihydro-1H-benzo[e]indol-1-yl)acetic acid